ClC=1C=NC(=C(C(=O)NC=2C=C(C=CC2)[S@](=O)(C)=NC(OC(C)(C)C)=O)C1F)N1CCC(CCC1)(F)F tert-butyl (R)-((3-(5-chloro-2-(4,4-difluoroazepan-1-yl)-4-fluoronicotinamido)phenyl)(methyl)(oxo)-λ6-sulfaneylidene)carbamate